6-(AMINOMETHYL)-4-CYCLOPROPOXYNICOTINALDEHYDE NCC1=NC=C(C=O)C(=C1)OC1CC1